C(CC)C1=CC2=C(N=C(N=C2)NC2=CC=C(C=C2)N2CCN(CC2)C)N1C1=CC=CC(=N1)N=S(=O)(C)C ((6-(6-propyl-2-((4-(4-methylpiperazin-yl)phenyl)amino)-7H-pyrrolo[2,3-d]pyrimidin-7-yl)pyridin-2-yl)imino)dimethyl-λ6-sulfanone